3-methoxypyrrolidine-1,3-dicarboxylic acid 1-(tert-butyl) 3-methyl ester COC(=O)C1(CN(CC1)C(=O)OC(C)(C)C)OC